CC1(OC2=C(C1)C=C(C(=C2)N2CC=1NN=C(C1C2)C)NC(=O)C=2C=NN1C2N=CC=C1)C N-(2,2-dimethyl-6-(3-methyl-4,6-dihydropyrrolo[3,4-c]pyrazol-5(1H)-yl)-2,3-dihydrobenzo-furan-5-yl)pyrazolo[1,5-a]pyrimidine-3-carboxamide